3-amino-1-(4-cyclopropyl-2-(difluoromethyl)-6-methylphenyl)-1H-pyrazole-4-carboxamide NC1=NN(C=C1C(=O)N)C1=C(C=C(C=C1C)C1CC1)C(F)F